C(C)(=O)O.C=C\C=C\C=C/CCCCCCCCCC (4E,6Z,10Z)-hexadecatriene acetate